6-(4-aminophenyl)-2-isopropyl-4,5-dihydropyridazin-3(2H)-one NC1=CC=C(C=C1)C=1CCC(N(N1)C(C)C)=O